N-n-hexyl-N-methyl-pyrrolidinium C(CCCCC)[N+]1(CCCC1)C